FC1(CN(C(C(O1)C)CNC1=NC=C(C=N1)C(F)(F)F)C(=O)[O-])F 2,2-difluoro-6-methyl-5-(((5-(trifluoromethyl)pyrimidin-2-yl)amino)methyl)morpholine-4-carboxylate